6-chloroquinoline ClC=1C=C2C=CC=NC2=CC1